OCCNC1=NC(=NC(=N1)SC=1C=C(C=CC1)OCCO)SC=1C=C(C=CC1)OCCO 2,2'-((((6-((2-hydroxyethyl)amino)-1,3,5-triazin-2,4-diyl)bis(sulfanediyl))bis(3,1-phenylene))bis(oxy))diethanol